ClC=1C=C(C=C(C(=O)NC2CC2)C1)C 5-chloro-3-methyl-N-cyclopropylbenzamide